3-[(tert-butoxy)carbonyl]-3-azabicyclo[3.2.1]Octane C(C)(C)(C)OC(=O)N1CC2CCC(C1)C2